tri(N-phenothiazinyl)triphenylamine C1=CC=CC=2SC3=CC=CC=C3N(C12)C1=C(C(=C(C=C1)N(C1=CC=CC=C1)C1=CC=CC=C1)N1C2=CC=CC=C2SC=2C=CC=CC12)N1C2=CC=CC=C2SC=2C=CC=CC12